8-fluoro-4-(8-fluoro-3-quinolyl)-2,2,7-trimethyl-1,3-benzothiazine FC1=C(C=CC=2C(=NC(SC21)(C)C)C=2C=NC1=C(C=CC=C1C2)F)C